N-[(3S,4R)-3-fluoro-1-methylpiperidin-4-yl]-2-[5-(isocyanatomethyl)-1,2,4-oxadiazol-3-yl]-3-[(trifluoromethyl)sulfanyl]indolizin-8-amine F[C@H]1CN(CC[C@H]1NC1=CC=CN2C(=C(C=C12)C1=NOC(=N1)CN=C=O)SC(F)(F)F)C